CSC=1SC2=C(N1)C=CC(=C2)C(=O)O 2-(methylsulfanyl)-1,3-benzothiazole-6-carboxylic acid